CC1=CC=2N(C=C1)C(=C(N2)C2=C(C(=C(C=C2F)C(=O)OC)F)F)C[C@H]2CN(CCO2)C(=O)OC(C)(C)C tert-butyl (S)-2-((7-methyl-2-(2,3,6-trifluoro-4-(methoxycarbonyl)phenyl)imidazo[1,2-a]pyridin-3-yl)methyl)morpholine-4-carboxylate